2-(7-(3,3,5,5-tetramethyl-1,4-diazepan-1-yl)imidazo[1,2-a]pyrimidin-2-yl)-5-(1H-1,2,3-triazol-1-yl)phenol CC1(CN(CCC(N1)(C)C)C1=NC=2N(C=C1)C=C(N2)C2=C(C=C(C=C2)N2N=NC=C2)O)C